(R)-(2-fluoro-6-methoxyphenyl)(1-(phenylsulfonyl)-1H-indol-2-yl)methylamine FC1=C(C(=CC=C1)OC)NCC=1N(C2=CC=CC=C2C1)S(=O)(=O)C1=CC=CC=C1